4-(5-amino-1-(2-chloropyridin-4-yl)-1H-1,2,4-triazol-3-ylamino)benzoic acid ethyl ester C(C)OC(C1=CC=C(C=C1)NC1=NN(C(=N1)N)C1=CC(=NC=C1)Cl)=O